3'-hydroxygenistein OC=1C=C(C2=COC=3C=C(C=C(C3C2=O)O)O)C=CC1O